(R)-2-(2-hydroxypropan-2-yl)-N'-((3-methyl-1,2,3,5,6,7-hexahydrodicyclopenta[b,e]pyridin-8-yl)carbamoyl)thiazole-5-sulfonimidamide OC(C)(C)C=1SC(=CN1)[S@@](=O)(N)=NC(NC1=C2C(=NC3=C1CCC3)C(CC2)C)=O